(S)-6-(((1-(bicyclo[1.1.1]pentan-1-yl)-1H-1,2,3-triazol-4-yl)(2-methyl-1-oxo-1,2-dihydroisoquinolin-5-yl)methyl)amino)-4-(neopentylamino)quinoline-3,8-dicarbonitrile C12(CC(C1)C2)N2N=NC(=C2)[C@H](C2=C1C=CN(C(C1=CC=C2)=O)C)NC=2C=C1C(=C(C=NC1=C(C2)C#N)C#N)NCC(C)(C)C